5-[2-(4-Iodo-3,5-dimethyl-phenylamino)-5-methyl-pyrimidin-4-ylamino]-3H-benzooxazol-2-one IC1=C(C=C(C=C1C)NC1=NC=C(C(=N1)NC=1C=CC2=C(NC(O2)=O)C1)C)C